1-methylpyrazolo[4,5-b]Pyridine CN1N=CC2=NC=CC=C21